FC([C@@H]1N(CCC1)C1=CC=C(C=C1)C1CN(C1)C(=O)N1C[C@@H]2[C@@H](OCC(N2)=O)CC1)(F)F (4aR,8aS)-6-(3-(4-((R)-2-(Trifluoromethyl)pyrrolidin-1-yl)phenyl)azetidine-1-carbonyl)hexahydro-2H-pyrido[4,3-b][1,4]oxazin-3(4H)-one